5-chloro-N-[(furan-2-yl)methyl]-2-[(methylamino)methyl]thieno[3,2-b]pyridin-7-amine ClC1=CC(=C2C(=N1)C=C(S2)CNC)NCC=2OC=CC2